2-[2-[4-(8-chloro-2-quinolinyl)-2-(trifluoromethyl)phenoxy]ethoxy]acetic acid ClC=1C=CC=C2C=CC(=NC12)C1=CC(=C(OCCOCC(=O)O)C=C1)C(F)(F)F